ClCC1=CC=C(C=C1)F 1-(Chloromethyl)-4-fluoro-benzene